methacrylic acid-N,N-dimethylamino-ethyl ester CN(C)CCOC(C(=C)C)=O